tert-butyl(2-((1-(3-chloro-2-fluorophenyl)ethyl)amino)ethyl)carbamate C(C)(C)(C)OC(NCCNC(C)C1=C(C(=CC=C1)Cl)F)=O